C(C)C1=C(C(=O)O)C=C(C(=C1)C(=O)O)CC 2,5-diethylterephthalic acid